fluoro-5-(trifluoromethyl)benzene-1-carboxamide tert-butyl-(4-(1-hydroxyethyl)pyridin-2-yl)carbamate C(C)(C)(C)N(C(O)=O)C1=NC=CC(=C1)C(C)O.FC1=C(C=C(C=C1)C(F)(F)F)C(=O)N